N-(2-amino-5-bromopyridin-3-yl)-4-(2-(trifluoromethyl)benzoyl)-1H-pyrrole-2-carboxamide NC1=NC=C(C=C1NC(=O)C=1NC=C(C1)C(C1=C(C=CC=C1)C(F)(F)F)=O)Br